FC1=C(C=C(C=C1)F)N1C(C(=C2N1CCCC2)C(=O)NC2=CC(=C(C=C2)OC2=NC=NC1=CC(=C(C=C21)OC)OC)C(F)(F)F)=O 1-(2,5-difluorophenyl)-N-(4-((6,7-dimethoxyquinazolin-4-yl)oxy)-3-trifluoromethylphenyl)-2-oxo-1,2,4,5,6,7-hexahydropyrazolo[1,5-a]pyridine-3-carboxamide